((4-cyano-2,6-dimethylphenyl)carbamoyl)-5-fluoronicotinamide C(#N)C1=CC(=C(C(=C1)C)NC(=O)C1=C(C(=O)N)C=C(C=N1)F)C